C(C)SC([C@H](C[C@H]1C(NCC1)=O)NC([C@H](C(C)C)NC(=O)C1CCN(CC1)C(=O)OC(C)(C)C)=O)=O tert-butyl 4-(((S)-1-(((S)-1-(ethylthio)-1-oxo-3-((S)-2-oxopyrrolidin-3-yl)propan-2-yl)amino)-3-methyl-1-oxobutan-2-yl)carbamoyl)piperidine-1-carboxylate